6,7,8,8a-Tetrahydro-4H-thieno[2,3-a]pyrrolizin-4-one S1C=CC2=C1C1CCCN1C2=O